4-((4-(1-(2-hydroxy-2-methylpropyl)-1H-pyrazol-4-yl)-5-(trifluoromethyl)pyrimidin-2-yl)amino)-3-methoxybenzenesulfonamide OC(CN1N=CC(=C1)C1=NC(=NC=C1C(F)(F)F)NC1=C(C=C(C=C1)S(=O)(=O)N)OC)(C)C